[C@@H]12CNC[C@H]2C1C#CC1=C(C=C2C(=NC=NC2=C1)NC1=CC(=C(C=C1)OCC1=CC(=CC=C1)F)Cl)[N+](=O)[O-] 7-((1R,5S,6s)-3-azabicyclo[3.1.0]hexan-6-ylethynyl)-N-(3-chloro-4-((3-fluorobenzyl)oxy)phenyl)-6-nitroquinazolin-4-amine